BrC=1C=C2C=C(C=NC2=CC1OC)Cl 6-bromo-3-chloro-7-methoxyquinoline